ClC1=CC=C(C=C1)CCNC(C1=CC=C(C=C1)C1=NNC(=C1)C1=CC(=CC=C1)C(F)(F)F)=O N-(4-chlorophenyl-ethyl)-4-(5-(3-(trifluoromethyl)phenyl)-1H-pyrazol-3-yl)benzamide